OCCCC=1C(=NON1)C(=O)OCC ethyl 4-(3-hydroxypropyl)-1,2,5-oxadiazole-3-carboxylate